C(C)C1(C(NC(NC1=O)=S)=O)CC[C@H](C(=O)O)C ethyl-5-(r-methyl-3'-carboxypropyl)-2-thiobarbituric acid